2-(2-Difluoromethylbenzimidazol-1-yl)-4,6-dimorpholino-1,3,5-triazine FC(C1=NC2=C(N1C1=NC(=NC(=N1)N1CCOCC1)N1CCOCC1)C=CC=C2)F